N1C=CC2=CC=C(C=C12)C1=C(NC=2C1=NC=CC2)C2=C(C=NC=C2)OCCNC 2-({4-[3-(1H-indol-6-yl)-1H-pyrrolo[3,2-b]pyridin-2-yl]pyridin-3-yl}oxy)-N-methylethan-1-amine